triazolo[3,4-A][1,6]naphthyridin-3(2H)-one N1NC(C2N1C1=CC=NC=C1C=C2)=O